[Cl-].[Ga+2].[Cl-] gallium(II) chloride